(R)-N-(3-(1-((3-amino-6-chloro-pyrazin-2-yl)oxy)ethyl)phenyl)-3-cyclopropylbenzamide NC=1C(=NC(=CN1)Cl)O[C@H](C)C=1C=C(C=CC1)NC(C1=CC(=CC=C1)C1CC1)=O